BrC=1C=CC(=NC1Br)C(=O)N1CC(C(C12CCCC2)O)(F)F (5,6-dibromopyridin-2-yl)(3,3-difluoro-4-hydroxy-1-azaspiro[4.4]nonan-1-yl)methanone